ClC1=CC=C(C=C1)NC(NC1=CC(=CC=C1)OC1CCCC1)=O 3-(4-chlorophenyl)-1-[3-(cyclopentyloxy)phenyl]urea